3-amino-N-[(3R)-7-[(3R,4R)-3-amino-4-(methoxymethyl)pyrrolidin-1-yl]-3,4-dihydro-2H-1-benzopyran-3-yl]-4,6-dimethylthieno[2,3-b]pyridine-2-carboxamide NC1=C(SC2=NC(=CC(=C21)C)C)C(=O)N[C@H]2COC1=C(C2)C=CC(=C1)N1C[C@@H]([C@@H](C1)COC)N